O=C1NC(CCC1N1C(N(C2=C1C=CC(=C2)C2CCN(CC2)C2CCN(CC2)C(=O)OC(C)(C)C)C)=O)=O tert-butyl 4-[4-[1-(2,6-dioxo-3-piperidyl)-3-methyl-2-oxo-benzimidazol-5-yl]-1-piperidyl]piperidine-1-carboxylate